4-((1-(4-(2-(2-aminopyridin-3-yl)-5-(5-methylpyridin-3-yl)-3H-imidazo[4,5-b]pyridin-3-yl)benzyl)piperidin-4-yl)amino)pyrimidine-2-carbonitrile NC1=NC=CC=C1C1=NC=2C(=NC(=CC2)C=2C=NC=C(C2)C)N1C1=CC=C(CN2CCC(CC2)NC2=NC(=NC=C2)C#N)C=C1